O1CCN(CC1)C=1C(=CC2=CN(N=C2C1)CCN1CCOCC1)[N+](=O)[O-] 4-(2-(6-morpholino-5-nitro-2H-indazol-2-yl)ethyl)morpholine